2-(4-cyclopropyl-2,6-dimethylphenyl)-6-(1-methyl-1H-imidazol-4-yl)-2,5-dihydro-4H-pyrazolo[3,4-d]pyrimidin-4-one C1(CC1)C1=CC(=C(C(=C1)C)N1N=C2N=C(NC(C2=C1)=O)C=1N=CN(C1)C)C